ClC1=CC(=C(C=C1)C1(OC2=C(O1)C=CC=C2C2CCN(CC2)CC2=NC1=C(N2CC2=CN=CN2CC)C=C(C=C1)C(=O)[O-])C)F.[NH4+] Ammonium 2-((4-[2-(4-chloro-2-fluorophenyl)-2-methyl-1,3-benzodioxol-4-yl]piperidin-1-yl)methyl)-1-[(1-ethyl-1H-imidazol-5-yl)methyl]-1H-benzimidazole-6-carboxylate